N-[4-(2,4-difluorophenoxy)-3-(6-methyl-7-oxo-6,7-dihydro-1H-pyrrolo[2,3-c]pyridin-4-yl)phenyl]-2-(morpholin-4-yl)ethanesulfonamide FC1=C(OC2=C(C=C(C=C2)NS(=O)(=O)CCN2CCOCC2)C=2C3=C(C(N(C2)C)=O)NC=C3)C=CC(=C1)F